4-(2,7-dimethyl-1-naphthyl)-5-methoxy-2-methyl-3(2H)-pyridazinone CC1=C(C2=CC(=CC=C2C=C1)C)C=1C(N(N=CC1OC)C)=O